C(C)(C)(C)OC(=O)N1CC2=CN=CC2(C1)OC Trans-3a-Methoxypyrrolo[3,4-c]pyrrole-2(1H)-carboxylic acid tert-butyl ester